CC1=C(C=C(C=C1)C1=NN=C(C2=CC=CC=C12)NC1=CC=C(OCC(=O)N)C=C1)S(NCC1OCCC1)(=O)=O 2-[4-[[4-[4-methyl-3-(oxolan-2-ylmethylsulfamoyl)phenyl]phthalazin-1-yl]amino]phenoxy]acetamide